tert-butyl (R)-3-(3-(2,6-bis(benzyloxy)pyridin-3-yl)-1-methyl-1H-indazol-6-yl)piperidine-1-carboxylate C(C1=CC=CC=C1)OC1=NC(=CC=C1C1=NN(C2=CC(=CC=C12)[C@@H]1CN(CCC1)C(=O)OC(C)(C)C)C)OCC1=CC=CC=C1